N-(5-(isoquinolin-6-yl)thiazol-2-yl)-1-methylpiperidine-4-carboxamide C1=NC=CC2=CC(=CC=C12)C1=CN=C(S1)NC(=O)C1CCN(CC1)C